2,6-diamino-3,5-pyridinedithiol dihydrochloride Cl.Cl.NC1=NC(=C(C=C1S)S)N